N-[3-(6-bromo-1,3-benzothiazol-2-yl)-1-bicyclo[1.1.1]pentanyl]-5-(1-methylsulfonylcyclopropyl)-1,3,4-oxadiazole-2-carboxamide BrC1=CC2=C(N=C(S2)C23CC(C2)(C3)NC(=O)C=3OC(=NN3)C3(CC3)S(=O)(=O)C)C=C1